5-(4-Aminophenyl)-N-(oxetan-3-yl)-2-[4-(trifluoromethoxy)phenyl]-1,2,4-triazol-3-amine NC1=CC=C(C=C1)C=1N=C(N(N1)C1=CC=C(C=C1)OC(F)(F)F)NC1COC1